4-(8-(4-(4-(azetidin-3-ylmethyl)piperazine-1-carbonyl)phenyl)-2,8-diazaspiro[4.5]decan-2-yl)-2-chlorobenzonitrile N1CC(C1)CN1CCN(CC1)C(=O)C1=CC=C(C=C1)N1CCC2(CCN(C2)C2=CC(=C(C#N)C=C2)Cl)CC1